3-(6-oxo-1'-((2-phenylthiazol-4-yl)methyl)-6,8-dihydro-2H,7H-spiro[furo[2,3-e]isoindole-3,4'-piperidin]-7-yl)piperidine-2,6-dione O=C1N(CC2=C3C(=CC=C12)C1(CCN(CC1)CC=1N=C(SC1)C1=CC=CC=C1)CO3)C3C(NC(CC3)=O)=O